C12N(CC(NC1)CC2)C=2C1=C(N=C(N2)OC[C@]23CCC(N3C[C@](C2)([2H])F)([2H])[2H])C(=C(N=C1)C=1C=C(C=C(C1C1CC1)F)O)F 3-(4-(2,5-Diazabicyclo[2.2.2]octan-2-yl)-8-fluoro-2-(((2R,7aS)-2-fluorotetrahydro-1H-pyrrolizin-7a(5H)-yl-2,5,5-d3)methoxy)pyrido[4,3-d]pyrimidin-7-yl)-4-cyclopropyl-5-fluorophenol